ClC=1C(=NC=CC1)N1N=C(C=C1C(=O)O)C1CC1 2-(3-chloro-2-pyridyl)-5-cyclopropyl-pyrazole-3-carboxylic acid